racemic-3-(4-amino-6-((2-hydroxyethyl)(methyl)amino)pyrido[3,4-d]pyrimidin-8-yl)-2,4-dimethylphenol NC=1C2=C(N=CN1)C(=NC(=C2)N(C)CCO)C=2C(=C(C=CC2C)O)C